ClC1=NC(C2=NC=NC2=N1)(N)Cl 2,6-dichloroadenine